C(CCCCCCCCCCCCCCCCC)[Si](O)(O)O n-octadecyl-trihydroxysilane